ethyl 6-(5,6,7,8-tetrahydro-1,8-naphthyridin-2-yl)hexanoate N1=C(C=CC=2CCCNC12)CCCCCC(=O)OCC